FC1=C(C=CC=C1)S(=O)(C)=NC1=CC=C(/C(/N)=N/O)C=C1 (Z)-4-(((2-fluorophenyl)(methyl)(oxo)-λ6-sulfanylidene)amino)-N'-hydroxybenzimidamide